1-(bromomethyl)-3-(trifluoromethoxy)benzene BrCC1=CC(=CC=C1)OC(F)(F)F